6-phenyl-1H-pyrazolo[3,4-b]pyridin-3-amine C1(=CC=CC=C1)C1=CC=C2C(=N1)NN=C2N